ClC1=C2C=CC=NC2=C(C(=C1Cl)[N+](=O)[O-])O 5,6-dichloro-7-nitroquinolin-8-ol